BrC=1C=2C(C=NC1)=NN(C2)C=2C(=NC(=NC2)OC)OC 4-bromo-2-(2,4-dimethoxypyrimidin-5-yl)pyrazolo[3,4-c]pyridine